dodecanoic acid 3-methylbutyl ester CC(CCOC(CCCCCCCCCCC)=O)C